CN1C[C@H]([C@@]2(CC1)OC1=C(C2)C=C(C(=C1)N1CCOCC1)NC(=O)C=1C=NN2C1N=CC=C2)C N-((2R,3'R)-1',3'-dimethyl-6-morpholino-3H-spiro[benzofuran-2,4'-piperidin]-5-yl)pyrazolo[1,5-a]pyrimidine-3-carboxamide